trimethyl-salicylic acid CC1=C(C(=C(C(C(=O)O)=C1)O)C)C